C(C)(C)(C)OC1=NC=CC(=N1)OC(C)(C)C 2,4-di-tert-butoxypyrimidine